4-amino-N-(2-diethylaminoethyl)benzamide NC1=CC=C(C(=O)NCCN(CC)CC)C=C1